6,7-dichloro-3-[(5-methyl-1,3,4-oxadiazol-2-yl)methyl]-4,9-dihydro-1H-pyrrolo[3,2-h][2,1,3]benzothiadiazine 2,2-dioxide ClC=1C2=C(C3=C(CN(S(N3)(=O)=O)CC=3OC(=NN3)C)C1)NC=C2Cl